FC1=C(N)C=CC(=C1C)I 2-fluoro-4-iodo-3-methyl-aniline